Cl.Cl.N1C=NC(=C1)CCN 2-(1H-imidazol-4-yl)ethan-1-amine di-hydrochloride